C[N+](CCO)(CCCCCCCC)C N,N-dimethyl-N-octyl-N-(2-hydroxyethyl)ammonium